2-(1H-indol-6-yl)-3-[2-(pyridin-4-yl)ethynyl]benzoic acid N1C=CC2=CC=C(C=C12)C1=C(C(=O)O)C=CC=C1C#CC1=CC=NC=C1